(+)-Menthol CC1CC[C@H](C(C)C)[C@@H](O)C1